ClC=1C=C(C=CC1)C=1N(N=C2[C@H](N(CCC21)C(=O)C=2C=C1N=CC=NC1=CC2)C)C (R)-(3-(3-chlorophenyl)-2,7-dimethyl-2,4,5,7-tetrahydro-6H-pyrazolo[3,4-c]pyridin-6-yl)(quinoxalin-6-yl)methanone